deoxyguanosine 5'-triphosphate P(O)(=O)(OP(=O)(O)OP(=O)(O)O)OC[C@@H]1[C@H](C[C@@H](O1)N1C=NC=2C(=O)NC(N)=NC12)O